(±)-10-camphorsulfonic acid C12(C(=O)CC(CC1)C2(C)C)CS(=O)(=O)O